C(C)N(C1=CC=C(C=C1)C(C)=O)CC p-diethylaminoacetophenone